N-((7-(5-(difluoromethyl)-1,3,4-oxadiazol-2-yl)imidazo[1,2-a]pyridin-2-yl)methyl)-N-(3-fluorophenyl)-4-(2-hydroxyacetyl)piperazine-1-carboxamide FC(C1=NN=C(O1)C1=CC=2N(C=C1)C=C(N2)CN(C(=O)N2CCN(CC2)C(CO)=O)C2=CC(=CC=C2)F)F